(S)-4-(pyrrolidin-3-yloxy)-6-(6-(trifluoromethyl)-pyrazolo[1,5-a]pyridin-3-yl)isoquinoline N1C[C@H](CC1)OC1=CN=CC2=CC=C(C=C12)C=1C=NN2C1C=CC(=C2)C(F)(F)F